BrC1=C(C=CC=C1Br)C(C)C 2,3-dibromoisopropylbenzene